P1(=O)(OOCCCCCCCCCCCCCC)OOCC(C)O1 tetradecyloxy oxypropylene phosphate